C(C)(=O)NC(C)C1=NN(C=C1C1(CC2CC(CC2C1)C=1N=CN(C1C(=O)NC1=CC(=C(C=C1)F)Cl)C)O)C 4-(5-(3-(1-Acetamidoethyl)-1-methyl-1H-pyrazol-4-yl)-5-hydroxyoctahydropentalen-2-yl)-N-(3-chloro-4-fluorophenyl)-1-methyl-1H-imidazole-5-carboxamide